FC1=C(C=C(C(=O)N[C@H](C(N2CC=CCC2C=2C=NC=CC2)=O)CC2=CC=CC=C2)C=C1)OC 4-fluoro-3-methoxy-N-((2S)-1-oxo-3-phenyl-1-(6-(pyridin-3-yl)-5,6-dihydropyridin-1(2H)-yl)propan-2-yl)benzamide